OC[C@@]12C(CC[C@H]1[C@@H]1CC=C3CCCC[C@]3(C)[C@H]1CC2)=O hydroxy-androst-5-ene-17-one